(2S)-{[(9H-fluoren-9-ylmethoxy)carbonyl]amino}[(1S)-3-hydroxycyclohexyl]acetic acid C1=CC=CC=2C3=CC=CC=C3C(C12)COC(=O)N[C@H](C(=O)O)[C@@H]1CC(CCC1)O